tert-butyl 2-(prop-2-yn-1-yl)-5-oxo-2,8-diazaspiro[3.5]nonane-8-carboxylate C(C#C)N1CC2(C1)C(CCN(C2)C(=O)OC(C)(C)C)=O